(6-aminopyridin-3-yl)-6-chloro-7-((2R)-2-(((3-chloropyridin-2-yl)oxy)methyl)-4-(pyridin-2-yl)pyrrolidin-1-yl)-4-oxo-1,4-dihydro-quinoline-3-carboxylic acid NC1=CC=C(C=N1)N1C=C(C(C2=CC(=C(C=C12)N1[C@H](CC(C1)C1=NC=CC=C1)COC1=NC=CC=C1Cl)Cl)=O)C(=O)O